BrC1=CC(=C(C=O)C=C1F)Cl 4-bromo-2-chloro-5-fluoro-benzaldehyde